COC(=O)C=1C=C2CCC(NC2=CC1)C1=CC=C(C=C1)OC 2-(4-methoxyphenyl)-1,2,3,4-tetrahydroquinoline-6-carboxylic acid methyl ester